OC(=O)C(F)(F)F.FC=1C(=C2C(=C(NC2=C(C1)C(=O)N)C)C)C1=C2[C@H](CNCC2=CC=C1)F |r| (RS)-5-fluoro-4-(4-fluoro-1,2,3,4-tetrahydroisoquinolin-5-yl)-2,3-dimethyl-1H-indole-7-carboxamide TFA salt